tert-butyl (2S,4R)-4-(5-(5-cyano-2-methoxyphenyl)oxazole-2-carboxamido)-2-(methoxymethyl)pyrrolidine-1-carboxylate C(#N)C=1C=CC(=C(C1)C1=CN=C(O1)C(=O)N[C@@H]1C[C@H](N(C1)C(=O)OC(C)(C)C)COC)OC